4-(2-{[2-(1-benzothiophen-3-yl)-9-(propan-2-yl)-9H-purin-6-yl]amino}ethyl)piperazin-2-one S1C=C(C2=C1C=CC=C2)C2=NC(=C1N=CN(C1=N2)C(C)C)NCCN2CC(NCC2)=O